di-acetic acid di-hydrate O.O.C(C)(=O)O.C(C)(=O)O